3-[(2-octyl)oxy]-1,2-propanediol CC(CCCCCC)OCC(CO)O